hexylpyridine C(CCCCC)C1=NC=CC=C1